N1N=CC2=C1C=NC=N2 pyrimidoDiazole